tri-n-butyl-stannic chloride C(CCC)[Sn](CCCC)(CCCC)Cl